2,2-difluoroethyl (R)-(5-(5-cyclopropyl-1,2,4-oxadiazol-3-yl)-2,3-dihydro-1H-inden-1-yl)carbamate C1(CC1)C1=NC(=NO1)C=1C=C2CC[C@H](C2=CC1)NC(OCC(F)F)=O